FC(C(=O)O)(F)F.C(C=C)(=O)N1[C@H](CN(CC1)C=1C2=C(N=C(N1)OC[C@H]1N(CCC1)C)N=C(C=C2)C2=CC=CC1=CC=CC(=C21)Cl)CC#N 2-((S)-1-acryloyl-4-(7-(8-chloronaphthalen-1-yl)-2-(((S)-1-methylpyrrolidin-2-yl)methoxy)pyrido[2,3-d]Pyrimidin-4-yl)piperazin-2-yl)acetonitrile trifluoroacetate